[2H]OC1=CC=C(C=C1)CC(C)N 1-(4-Deuteriooxyphenyl)propan-2-amine